BrC1=C(N)C(=CC(=C1F)Cl)I 2-BROMO-4-CHLORO-3-FLUORO-6-IODOANILINE